ClC1=C(C=CC=C1NC(=O)C1=NN2C([C@H](CCC2)N2CCC(CC2)C(=O)O)=C1)C1=C(C(=CC=C1)NC=1C2=C(N=C(N1)C(C)C)C=CC=N2)Cl (S)-1-(2-((2,2'-dichloro-3'-((2-isopropylpyrido[3,2-d]pyrimidin-4-yl)amino)-[1,1'-biphenyl]-3-yl)carbamoyl)-4,5,6,7-tetrahydropyrazolo[1,5-a]pyridin-4-yl)piperidine-4-carboxylic acid